[(1R)-1-(2-chloro-3-pyridyl)ethyl] N-[5-(5-acetamido-6-fluoro-2-pyridyl)-3-methyl-triazol-4-yl]carbamate C(C)(=O)NC=1C=CC(=NC1F)C1=C(N(N=N1)C)NC(O[C@H](C)C=1C(=NC=CC1)Cl)=O